3-(imidazo[1,2-a]pyrimidin-6-yl)-2-(4-(4-methyl-4H-1,2,4-triazol-3-yl)piperidin-1-yl)benzonitrile N=1C=CN2C1N=CC(=C2)C=2C(=C(C#N)C=CC2)N2CCC(CC2)C2=NN=CN2C